CC1=NC2=CC=C(C=C2N=C1C)C1=NC(=NC=C1F)NC1=NC=C(C=C1)CN1CCN(CC1)C(C)C 4-(2,3-dimethylquinoxalin-6-yl)-5-fluoro-N-(5-((4-isopropylpiperazin-1-yl)methyl)pyridin-2-yl)pyrimidin-2-amine